ClC1=CC=C(C=C1)C=1N=CN(C1C1=CC=NC=C1)CC(=O)N1CCC2(CN(C2)C)CC1 2-[4-(4-chlorophenyl)-5-(4-pyridyl)imidazol-1-yl]-1-(2-methyl-2,7-diazaspiro[3.5]nonan-7-yl)ethanone